N[C@@H]1CN(C[C@@H](C1)C)C1=C2C(=NC=C1NC(=O)C1=NC(=C(C=C1)F)C1=C(C=CC=C1F)F)OCC2 N-{4-[(3S,5R)-3-amino-5-methylpiperidin-1-yl]-2,3-dihydrofuro[2,3-b]pyridin-5-yl}-6-(2,6-difluorophenyl)-5-fluoropyridine-2-carboxamide